9-(3-Ethoxy-3-oxopropyl)-3-azaspiro[5.5]undecan-3-carboxylate C(C)OC(CCC1CCC2(CCN(CC2)C(=O)[O-])CC1)=O